ClC=1C(=NC=C(C1)[N+](=O)[O-])OC=1C=CN=C2C=C(C(=NC12)OC)OC 8-((3-Chloro-5-nitropyridin-2-yl)oxy)-2,3-dimethoxy-1,5-naphthyridine